FC1=C(OC2=NC=CC(=N2)C)C=CC(=C1)B1OC(C(O1)(C)C)(C)C 2-(2-fluoro-4-(4,4,5,5-tetramethyl-1,3,2-dioxaborol-2-yl)phenoxy)-4-methylpyrimidine